ethyl 2-((6-(bis(tert-butoxycarbonyl) amino)-5-methylpyridin-3-yl) amino)-2-oxoacetate C(C)(C)(C)OC(=O)N(C1=C(C=C(C=N1)NC(C(=O)OCC)=O)C)C(=O)OC(C)(C)C